BrC=1C=C(C=CC1)C1(CC(C1)(F)F)C(=O)NN 1-(3-bromophenyl)-3,3-difluorocyclobutane-1-carbohydrazide